(4-Bromophenyl)(6-methoxy-2-(4-methoxyphenyl)benzo[b]selenophen-3-yl)methanone BrC1=CC=C(C=C1)C(=O)C=1C2=C([Se]C1C1=CC=C(C=C1)OC)C=C(C=C2)OC